2-(2-cyclopropyl-3-ethylphenyl)-2-(3-(5-(5,6,7,8-tetrahydro-1,8-naphthyridin-2-yl)pentyloxy)azetidin-1-yl)acetic acid C1(CC1)C1=C(C=CC=C1CC)C(C(=O)O)N1CC(C1)OCCCCCC1=NC=2NCCCC2C=C1